NC1=NC2=C(C=3N1N=C(N3)C=3OC=CC3)SC(N2CCN2CCN(CC2)C2=C(C=C(C=C2)OC2CCS(CC2)=O)F)=O 5-amino-3-(2-(4-(2-fluoro-4-(((1r,4r)-1-oxidotetrahydro-2H-thiopyran-4-yl)oxy)phenyl)piperazin-1-yl)ethyl)-8-(furan-2-yl)thiazolo[5,4-e][1,2,4]triazolo[1,5-c]pyrimidin-2(3H)-one